OC1=C(CN(CCN(CC2=NC=CC=C2)CC2=C(C=CC=C2)O)CC2=NC=CC=C2)C=CC=C1 bis(2-hydroxybenzyl)-N,N'-bis(2-picolyl)ethylenediamine